C1(=CC=CC=C1)C#N benzene-carbonitrile